4-((3-hydroxy-5-(1-phenyl-1H-pyrazol-4-yl)picolinamido)methyl)tetrahydro-2H-pyran-4-carboxylic acid OC=1C(=NC=C(C1)C=1C=NN(C1)C1=CC=CC=C1)C(=O)NCC1(CCOCC1)C(=O)O